OC1=C(C=CC=C1)C1=CC(=CN=N1)N1CCC(CC1)(C1=CC=CC=C1)CNC(=O)C1C2CN(CC1CC2)C(=O)OC(C)(C)C tert-butyl 8-(((1-(6-(2-hydroxyphenyl)pyridazin-4-yl)-4-phenylpiperidin-4-yl)methyl)carbamoyl)-3-azabicyclo[3.2.1]octane-3-carboxylate